(E)-1-(2,8-dimethyl-1,2,3,4,4a,9b-hexahydro-5H-pyrido[4,3-b]indol-5-yl)-3-(3-(trifluoromethyl)phenyl)prop-2-en-1-one CN1CC2C(N(C=3C=CC(=CC23)C)C(\C=C\C2=CC(=CC=C2)C(F)(F)F)=O)CC1